N-((2S,3S,4S,5S,6R)-4,5-bis(benzyloxy)-6-((benzyloxy)methyl)-2-oxido-2-phenyl-1,2-oxaphosphinan-3-yl)acetamide C(C1=CC=CC=C1)O[C@@H]1[C@H]([P@@](O[C@@H]([C@H]1OCC1=CC=CC=C1)COCC1=CC=CC=C1)(C1=CC=CC=C1)=O)NC(C)=O